1-(3-Aminobicyclo[1.1.1]pentan-1-yl)-N-(4-fluorophenyl)cyclobutane-1-carboxamide NC12CC(C1)(C2)C2(CCC2)C(=O)NC2=CC=C(C=C2)F